N-((1s,3s)-3-(6-((4-(4-((1-((2-(2,6-dioxopiperidin-3-yl)-1,3-dioxoisoindolin-5-yl)glycyl)piperidin-4-yl)methyl)piperazin-1-yl)phenyl)amino)-9H-purin-9-yl)cyclobutyl)-2-phenylacetamide O=C1NC(CC[C@@H]1N1C(C2=CC=C(C=C2C1=O)NCC(=O)N1CCC(CC1)CN1CCN(CC1)C1=CC=C(C=C1)NC1=C2N=CN(C2=NC=N1)C1CC(C1)NC(CC1=CC=CC=C1)=O)=O)=O